anthracenyl-phosphine C1(=CC=CC2=CC3=CC=CC=C3C=C12)P